3,5-bis(3-fluoro-4-nitrophenoxy)benzoic acid FC=1C=C(OC=2C=C(C(=O)O)C=C(C2)OC2=CC(=C(C=C2)[N+](=O)[O-])F)C=CC1[N+](=O)[O-]